FC=1C=C2C(=C(NC2=C(C1)F)C1=CC=C(C=C1)F)/C=C/C(=O)N[C@@H]1C(NC[C@H]1O)=O (E)-3-[5,7-difluoro-2-(4-fluorophenyl)-1H-indol-3-yl]-N-[(3S,4R)-4-hydroxy-2-oxo-pyrrolidin-3-yl]Prop-2-enamide